C(C)(C)N1N=C(C(=C1C)O)C1=C(C=CC=C1)OCCCC 1-isopropyl-3-(2-butoxyphenyl)-5-methyl-pyrazol-4-ol